4-(6-methyl-4-hydroxyphenyl)benzoic acid CC1=CC(=CC=C1C1=CC=C(C(=O)O)C=C1)O